C1(C=CC2=CC=CC=C12)[Ti](C1=CC=CC=C1)(C1=CC=CC=C1)C1=CC=CC=C1 indenyl-triphenyltitanium